2-amino-N-(3,4-dihydro-2H-pyrano[2,3-c]pyridin-6-ylmethyl)-3-iodo-N-((1R)-1-(2-pyrimidinyl)ethyl)-6-quinolinecarboxamide NC1=NC2=CC=C(C=C2C=C1I)C(=O)N([C@H](C)C1=NC=CC=N1)CC=1C=C2C(=CN1)OCCC2